C1(CC1)C([C@@H](C(=O)NC1=C(C=C(C=C1)[C@@H](C(=O)N(CC(F)(F)F)C)C)F)NC(=O)C1=CC=NN1CC)C1CC1 N-((S)-1,1-dicyclopropyl-3-((2-fluoro-4-((S)-1-(methyl(2,2,2-trifluoroethyl)amino)-1-oxopropan-2-yl)phenyl)amino)-3-oxopropan-2-yl)-1-ethyl-1H-pyrazole-5-carboxamide